β-carboxyacrylate C(=O)(O)C=CC(=O)[O-]